tert-butyl (S)-4-((1-((1-(2-(2,6-dioxopiperidin-3-yl)-4-fluoro-1-oxoisoindolin-5-yl)piperidin-4-yl)methyl)piperidin-4-yl)methyl)piperidine-1-carboxylate O=C1NC(CC[C@@H]1N1C(C2=CC=C(C(=C2C1)F)N1CCC(CC1)CN1CCC(CC1)CC1CCN(CC1)C(=O)OC(C)(C)C)=O)=O